triethoxy(trifluoromethyl)silane ethyl-(S)-2-(4-(1-(3-aminopropanoyl)pyrrolidin-2-yl)piperidin-1-yl)-6-azaspiro[3.4]octane-6-carboxylate C(C)OC(=O)N1CC2(CC(C2)N2CCC(CC2)[C@H]2N(CCC2)C(CCN)=O)CC1.C(C)O[Si](C(F)(F)F)(OCC)OCC